3-bromo-5-(diethylamino)pyridine BrC=1C=NC=C(C1)N(CC)CC